CC(C)(C)S(=O)NC1(CCC1)C1=CN=C(S1)S(=O)(=O)C 2-methyl-N-[1-(2-methylsulfonylthiazol-5-yl)cyclobutyl]propane-2-sulfinamide